6-methoxy-2-naphthyl-ethanone COC=1C=C2C=CC(=CC2=CC1)C(C)=O